1,3,5,7-tetraaminocyclooctane NC1CC(CC(CC(C1)N)N)N